Cl.FC1=C(C=CC=C1Cl)NN 2-Fluoro-3-chlorophenyl-hydrazine hydrochloride